C(C1=CC=CC=C1)N1C(N(SC1=O)C)=O benzyl-2-methyl-1,2,4-thiadiazolidine-3,5-dione